tricyclodecanemethanol mono-acrylate C(C=C)(=O)O.C1(CCCCCCCCC1)CO.C1(CCCCCCCCC1)CO.C1(CCCCCCCCC1)CO